bis(2-thiophenyl) trisulfide S1C(=CC=C1)SSSC=1SC=CC1